(3S,4R)-4-((6-(9-fluoro-1-methyl-1,2,3,4-tetrahydrobenzo[4,5]imidazo[1,2-a]pyrimidin-7-yl)-9H-purin-2-yl)amino)tetrahydro-2H-pyran-3-ol FC1=CC(=CC2=C1N=C1N2CCCN1C)C1=C2N=CNC2=NC(=N1)N[C@H]1[C@@H](COCC1)O